pentamethylcyclopentadienyl-(1,6,6-triethyl-1,5,6,7-tetrahydro-s-indacenyl)hafnium CC1=C(C(=C(C1([Hf]C1(C=CC2=CC=3CC(CC3C=C12)(CC)CC)CC)C)C)C)C